C(C)N1C=C(C(C2=CC(=C(C=C12)N1CCNCC1)F)=O)C(C=CC1=CC=C(C=C1)[N+](=O)[O-])=O 1-ethyl-6-fluoro-7-piperazin-1-yl-3-(4-nitrocinnamoyl)-quinolin-4(1H)-one